C(N)(OC(CC1COCC2=C(C=CC=C12)C1=CC=C(C=C1)F)C(C)(C)C)=O tert-butyl((8-(4-fluorophenyl)isochroman-4-yl)methyl)(methyl) carbamate